1-bromo-8-chloro-3-ethylimidazo[1,5-a]pyrazine BrC=1N=C(N2C1C(=NC=C2)Cl)CC